C1(CCC1)NC1=NN2C(C=N1)=C(C=C2)C=2C=C1C(=NC2)N=C(N1C1CC(C1)(F)F)C N-cyclobutyl-5-(1-(3,3-difluorocyclobutyl)-2-methyl-1H-imidazo[4,5-b]pyridin-6-yl)pyrrolo[2,1-f][1,2,4]triazin-2-amine